tert-butyl ((2-(3-chloro-6-((cis)-2,6-dimethylmorpholino)-4-fluoropyridin-2-yl)-1,6-naphthyridin-7-yl)methyl)carbamate ClC=1C(=NC(=CC1F)N1C[C@@H](O[C@@H](C1)C)C)C1=NC2=CC(=NC=C2C=C1)CNC(OC(C)(C)C)=O